2-(1-aminocyclopropyl)-1-ethanol NC1(CC1)CCO